tert-butyl N-[2-[chlorocarbonyl (methyl) amino] ethyl]-N-methyl-carbamate ClC(=O)N(CCN(C(OC(C)(C)C)=O)C)C